4-(7-cyclopropoxyimidazo[1,2-a]pyridin-3-yl)-N-((3S,4S)-4-fluoropyrrolidin-3-yl)pyrimidin-2-amine C1(CC1)OC1=CC=2N(C=C1)C(=CN2)C2=NC(=NC=C2)N[C@H]2CNC[C@@H]2F